OC[C@H]1N(C[C@@H]([C@H]([C@@H]1O)O)O)CC1=CC=C(C=C1)CNC1=CC(=CC(=C1)N1N=NC=C1)C (2R,3R,4R,5S)-2-(hydroxymethyl)-1-{[4-({[3-methyl-5-(1H-1,2,3-triazol-1-yl)phenyl]amino}methyl)phenyl]methyl}piperidine-3,4,5-triol